O[C@H]1[C@@H](COC1)N1C(SC(=C1)COC=1C=CC2=C(C=C(O2)C)C1)C N-(trans-4-hydroxytetrahydrofuran-3-yl)-2-methyl-5-((2-methylthiazol-5-yl)methoxy)benzofuran